(S)-6-(1-amino-1,3-dihydrospiro[indene-2,4'-piperidin]-1'-yl)-3-(1-(1,3-dihydroisobenzofuran-4-yl)cyclopropyl)-1,5-dihydro-4H-pyrazolo[3,4-d]pyrimidin-4-one N[C@@H]1C2=CC=CC=C2CC12CCN(CC2)C=2NC(C1=C(N2)NN=C1C1(CC1)C1=C2COCC2=CC=C1)=O